N1C=CC2=CC=C3C(=C12)C=CS3 thiophenoindole